CC1(CC(N2N1C1C(C23CCCCC3)=C(C=3C=CC=CC31)C3=CC=CC=C3)=O)C 3',3'-Dimethyl-9'-phenyl-2',3'-dihydro-1'H,4a'H-spiro[cyclohexane-1,10'-indeno[1,2-c]pyrazolo[1,2-a]pyrazol]-1'-one